CC(CC1=CC=C(C=C1)C(C)C1OCC(O1)C=O)C 2-{1-[4-(2-methylpropyl)phenyl]ethyl}-1,3-dioxolane-4-carbaldehyde